COC1=CC2=C(C=C(O2)C=2N=C3SC(=NN3C2)OC)C(=C1)COC=1C=C(C=CC1)C1=CC=C(C=C1)C=O (3'-((6-methoxy-2-(2-methoxyimidazo[2,1-b][1,3,4]thiadiazol-6-yl)benzofuran-4-yl)methoxy)-[1,1'-biphenyl]-4-yl)methanone